NC1=C(C(=NC(=C1F)Cl)C(=O)O)Cl 4-amino-3,6-dichloro-5-fluoropicolinic acid